tert-Butyl 5-(difluoromethoxy)-4-formyl-7-methylindole-1-carboxylate FC(OC=1C(=C2C=CN(C2=C(C1)C)C(=O)OC(C)(C)C)C=O)F